t-Butyl-sulfonamide methyl-2-amino-5-chlorobenzoate COC(C1=C(C=CC(=C1)Cl)N)=O.C(C)(C)(C)S(=O)(=O)N